ClC1=CC=C(C=C1)N1N=C(C=C1)OCC1=C(C=CC=C1C)N1N=NN(C1=O)C 1-[2-[[1-(4-chlorophenyl)pyrazol-3-yl]oxy-methyl]-3-methyl-phenyl]-4-methyl-tetrazol-5-one